propyleneglycol dicaproate C(CCCCC)(=O)OCC(C)OC(CCCCC)=O